2-((1-(5,6-diphenylpyrazin-2-yl)-3,3-difluoropiperidin-4-yl)oxy)acetic acid C1(=CC=CC=C1)C=1N=CC(=NC1C1=CC=CC=C1)N1CC(C(CC1)OCC(=O)O)(F)F